FC=1C=C2CN(CC2=CC1)C(=O)NC1=C(C=C(C=C1)C12CCC(CC1)(CC2)C(NCC(C)(C)O)=O)F 5-fluoro-N-(2-fluoro-4-(4-((2-hydroxy-2-methylpropyl)carbamoyl)bicyclo[2.2.2]octan-1-yl)phenyl)isoindoline-2-carboxamide